P(=O)(OC(C)(C)C)(OC(C)(C)C)OC1=C(C=CC=C1)NC di-tert-butyl [2-(methylamino) phenyl] phosphate